COC1=CC=C(CN(C2=C3C(=NC=N2)N(C(N(C3)C3=CC=C(C=C3)OC3=CC=CC=C3)=O)C3CCC2(OCCO2)CC3)CC3=CC=C(C=C3)OC)C=C1 5-(bis(4-methoxybenzyl)amino)-3-(4-phenoxyphenyl)-1-(1,4-dioxaspiro[4.5]decan-8-yl)-3,4-dihydropyrimido[4,5-d]pyrimidin-2(1H)-one